racemic-tert-butyl methyl((1S,3R)-2,2,3-trimethyl-3-((6-(1-methyl-1H-pyrazol-4-yl)pyrazolo[1,5-a]pyrazin-4-yl)oxy)cyclobutyl)carbamate CN(C(OC(C)(C)C)=O)[C@@H]1C([C@@](C1)(OC=1C=2N(C=C(N1)C=1C=NN(C1)C)N=CC2)C)(C)C |r|